C1(CC1)C=1N=NN(C1)[C@H](C(=O)N1[C@@H](C[C@H](C1)O)C(=O)NCC1=CC=C(C=C1)C1=C(C=CC=C1)F)C(C)(C)C (2S,4R)-1-((S)-2-(4-cyclopropyl-1H-1,2,3-triazol-1-yl)-3,3-dimethylbutanoyl)-N-((2'-fluoro[1,1'-biphenyl]-4-yl)methyl)-4-hydroxypyrrolidine-2-carboxamide